CC=1C=CC=NC1C(F)(F)F 5-methyl-6-(trifluoromethyl)pyridin